COC([O-])=O.C(CCC)N1C(=[N+](C=C1)C)C 1-butyl-2,3-dimethylimidazolium methylcarbonate